N-((4-methyl-5-((trimethylsilyl)ethynyl)pyridin-2-yl)methyl)cyclopropylamine CC1=CC(=NC=C1C#C[Si](C)(C)C)CNC1CC1